C1(=CC=CC=C1)N1N=CC(=C1)C1=NC=NC=C1OCC1CCNCC1 4-(1-phenyl-1H-pyrazol-4-yl)-5-(piperidin-4-ylmethoxy)pyrimidine